(R)-5-(2-((1-acetylpiperidin-3-yl)amino)-2-oxoacetyl)-N-(4-fluoro-3-methylphenyl)-1,2,4-trimethyl-1H-pyrrole-3-carboxamide C(C)(=O)N1C[C@@H](CCC1)NC(C(=O)C1=C(C(=C(N1C)C)C(=O)NC1=CC(=C(C=C1)F)C)C)=O